OCC(NS(O)(=O)=O)(CO)CO N-[tris(hydroxymethyl)methyl]sulfamic acid